COC(C)C(C)OC 2,3-dimethoxybutane